4,8-dimethyldecenal CCC(C)CCCC(C)C=CC=O